C(C)(C)(C)C1=CC=C(C=C1)SBr 4-tert-butylbromothiobenzene